1-(2,6-Dioxo-3-piperidyl)-3-methyl-2-oxo-benzimidazole-5-carbonitrile O=C1NC(CCC1N1C(N(C2=C1C=CC(=C2)C#N)C)=O)=O